4-[1-(difluoromethyl)-1H-pyrazol-4-yl]-2-[(3R)-3-methylmorpholin-4-yl]-8-(1H-pyrazol-5-yl)-1,7-naphthyridine FC(N1N=CC(=C1)C1=CC(=NC2=C(N=CC=C12)C1=CC=NN1)N1[C@@H](COCC1)C)F